CSCCCO 3-(methylthio)propanol